BrCC1=CC(=NN1C)C 5-(bromomethyl)-1,3-dimethyl-1H-pyrazole